OCC12CCCC(N(C1)C=1N=C3N(C(C1C)=O)C=C(C=C3[C@@H](C)NC3=C(C(=O)O)C=CC=C3)C)C2 2-(((1R)-1-(2-(1-(hydroxymethyl)-6-azabicyclo[3.2.1]octan-6-yl)-3,7-dimethyl-4-oxo-4H-pyrido[1,2-a]pyrimidin-9-yl)ethyl)amino)benzoic acid